COC=C1OC(C2CCCCC12)=O (methoxymethylene)hexahydroisobenzofuran-1(3H)-one